tert-butyl ((5-bromo-2-(methyl-d3)-2H-1,2,3-triazol-4-yl)methyl)(methyl)carbamate BrC=1C(=NN(N1)C([2H])([2H])[2H])CN(C(OC(C)(C)C)=O)C